CC=1N=CN(C1C#N)C[C@H]1OCC1 (S)-4-methyl-1-(oxetan-2-ylmethyl)-1H-imidazole-5-carbonitrile